ClCCON(CCCl)C1=CC=C(C=C1)CCCC(=O)O 4-[p-(N-2-chloroethoxy-N-2-chloroethylamino)phenyl]butanoic acid